pentaerythritol 6-acrylate C(C=C)(=O)O.C([C@H](O)[C@H](O)CO)O.C([C@H](O)[C@H](O)CO)O.C([C@H](O)[C@H](O)CO)O.C([C@H](O)[C@H](O)CO)O.C([C@H](O)[C@H](O)CO)O